4-((1R,5S)-3,8-diazabicyclo[3.2.1]octan-3-yl)-8-fluoro-2-((2-fluorotetrahydro-1H-pyrrolizin-7a(5H)-yl)methoxy)-7-(2-(2,2,2-trifluoroethyl)phenyl)pyrido[4,3-d]pyrimidine [C@H]12CN(C[C@H](CC1)N2)C=2C1=C(N=C(N2)OCC23CCCN3CC(C2)F)C(=C(N=C1)C1=C(C=CC=C1)CC(F)(F)F)F